COC(=O)C1=CC=C(C=C1)C1NCCC(C1)C1=C(SC=C1)C 2-(4-(methoxycarbonyl)phenyl)-4-(2-methylthiophen-3-yl)piperidine